C(C=C)(=O)N1[C@H](CN(CC1)C1=CC(=NC=2CN(CCC12)C1=C2C=NNC2=CC(=C1Cl)C)C(=O)N[C@@H](CN(C)C)C)CC#N 4-((S)-4-acryloyl-3-(cyanomethyl)piperazin-1-yl)-7-(5-chloro-6-methyl-1H-indazol-4-yl)-N-((R)-1-(dimethylamino)propan-2-yl)-5,6,7,8-tetrahydro-1,7-naphthyridine-2-carboxamide